C1(=CC(=CC=C1)CC1(CC=C(C=C1)OCC(C)C)N1N=NC=C1)C 1-m-tolylmethyl-4-isobutoxyphenyl-1H-1,2,3-triazole